ethyl (9R,10S)-3-bromo-10-cyclobutyl-12-oxo-5-oxa-2-thia-8,11-diazatricyclo[6.4.1.04,13]trideca-1(13),3-diene-9-carboxylate BrC=1SC=2C(N[C@H]([C@@H](N3CCOC1C23)C(=O)OCC)C2CCC2)=O